2-chloro-N-(3-((6-((4-methoxyphenethyl)amino)pyrimidin-4-yl)oxy)phenyl)acetamide ClCC(=O)NC1=CC(=CC=C1)OC1=NC=NC(=C1)NCCC1=CC=C(C=C1)OC